C1(CC1)C1=NN(C=C1N1N=CC2=CC=CC=C12)[C@@H]1C[C@H](C1)CNC=1C=C2C(N(C(C2=CC1)=O)C1C(NC(CC1)=O)=O)=O 5-(((trans-3-(3-cyclopropyl-4-(1H-indazol-1-yl)-1H-pyrazol-1-yl)cyclobutyl)methyl)amino)-2-(2,6-dioxopiperidin-3-yl)isoindoline-1,3-dione